((2R,3S,4R,5R)-5-(4-aminopyrrolo[2,1-f][1,2,4]triazin-7-yl)-5-cyano-3,4-dihydroxytetrahydrofuran-2-yl) propionate C(CC)(=O)O[C@H]1O[C@@]([C@@H]([C@@H]1O)O)(C#N)C1=CC=C2C(=NC=NN21)N